ClC1=C2C(=C(N=N1)C1=C(C=C(C=C1)F)OC)SC=C2 4-chloro-7-(4-fluoro-2-methoxy-phenyl)thieno[2,3-d]pyridazine